4-(2,2-diethoxyethyl)morpholine C(C)OC(CN1CCOCC1)OCC